[4-[8-tert-butyl-6-(4-fluorophenyl)imidazo[1,2-b]pyridazine-2-carbonyl]-3,3-dimethylpiperazin-1-yl]-(1H-pyrazol-5-yl)methanone C(C)(C)(C)C=1C=2N(N=C(C1)C1=CC=C(C=C1)F)C=C(N2)C(=O)N2C(CN(CC2)C(=O)C2=CC=NN2)(C)C